(S)-3-((3,5-difluorobenzyl)oxy)-7,8,8a,9-tetrahydropyrrolo[1',2':3,4]imidazo[1,2-c]pyrimidin-1(6H)-one FC=1C=C(COC=2C=C3N(C(N2)=O)C[C@H]2N3CCC2)C=C(C1)F